2-(tert-butyl)-N-(2'-(4,4-difluorocyclohexyl)-5-fluoro-2-methoxy-[3,4'-bipyridin]-3'-yl)pyrimidine-5-carboxamide C(C)(C)(C)C1=NC=C(C=N1)C(=O)NC=1C(=NC=CC1C=1C(=NC=C(C1)F)OC)C1CCC(CC1)(F)F